Cl.N[C@@H]1[C@H](CCCC1)O (1s,2s)-(+)-2-amino-cyclohexanol hydrochloride